C1(=CC=CC=C1)C(=COC1=CC=C(C=C1)CC(CC)=O)C (4-((2-phenylprop-1-en-1-yl)oxy)phenyl)butan-2-one